[Br].C(CC)C1=CC=C(C=C1)C#C 4-propyl-phenylacetylene bromine